BrC=1C=C(C=CC1OC(\C=C\C1=C(C=CC=C1)C)=O)C1NC(NC(=C1C(=O)OCC)C)=S (E)-ethyl 4-(3-bromo-4-(3-o-tolylacryloyloxy)phenyl)-6-methyl-2-thioxo-1,2,3,4-tetrahydropyrimidine-5-carboxylate